O=C(CCCCCCCCCC(C)C)O oxoisotridecanol